5-(4-chloro-2-ethyl-2H-indazol-5-yl)-2-(1,4-diazepan-1-yl)-3-methyl-3H,4H,7H-pyrrolo[2,3-d]pyrimidin-4-one hydrochloride Cl.ClC=1C2=CN(N=C2C=CC1C1=CNC=2N=C(N(C(C21)=O)C)N2CCNCCC2)CC